cis-(2R)-methyl 2-(((benzyloxy)carbonyl)amino)-3-(3-(2-ethyltetrahydrofuran-3-yl)-5-fluorobenzamido)propanoate C(C1=CC=CC=C1)OC(=O)N[C@@H](C(=O)OC)CNC(C1=CC(=CC(=C1)F)[C@@H]1[C@@H](OCC1)CC)=O